methyl 3-bromo-2-(chlorosulfonyl)-4-fluorobenzoate BrC=1C(=C(C(=O)OC)C=CC1F)S(=O)(=O)Cl